3-fluoro-2-hydroxy-5-(4-(3-(pyrrolidin-1-yl)phenyl)piperazine-1-carbonyl)benzaldehyde FC=1C(=C(C=O)C=C(C1)C(=O)N1CCN(CC1)C1=CC(=CC=C1)N1CCCC1)O